tert-butyl (6aR,9R)-9-(bis(ethyl-d5)carbamoyl)-7-methyl-6a,7,8,9-tetrahydroindolo[4,3-fg]quinoline-4(6H)-carboxylate C(C([2H])([2H])[2H])([2H])([2H])N(C(=O)[C@H]1CN([C@@H]2CC=3C4=C(C2=C1)C=CC=C4N(C3)C(=O)OC(C)(C)C)C)C(C([2H])([2H])[2H])([2H])[2H]